undeca-2E,4Z-dien-8,10-diynoic acid isobutyl amide C(C(C)C)NC(\C=C\C=C/CCC#CC#C)=O